(5-(7-fluoro-6-((2R,6R)-2-(1-hydroxycyclopropyl)-6-methylmorpholino)-1H-benzo[d]imidazol-2-yl)-1H-pyrrol-3-yl)(2-(trifluoromethyl)phenyl)methanone FC1=C(C=CC2=C1NC(=N2)C2=CC(=CN2)C(=O)C2=C(C=CC=C2)C(F)(F)F)N2C[C@@H](O[C@@H](C2)C)C2(CC2)O